OC1=C(C=C(C=C1)C(=O)OC)B(O)O 2-HYDROXY-5-(METHOXYCARBONYL)PHENYLBORONIC ACID